N-(3-(dimethylamino)propyl)-1-(2-methoxy-4-(methylsulfonylamino)phenyl)-6-(pyrazolo[1,5-a]pyrimidin-3-yl)-1H-pyrazolo[4,3-c]pyridine-3-carboxamide CN(CCCNC(=O)C1=NN(C2=C1C=NC(=C2)C=2C=NN1C2N=CC=C1)C1=C(C=C(C=C1)NS(=O)(=O)C)OC)C